FC=1C(=C(C=CC1F)[C@H]1[C@@H](OC([C@@H]1C)(C)C)C(=O)NC1=CC(=NC=C1)C(=O)N)OC |o1:8,9,12| rel-(2R,3S,4R)-4-[[3-(3,4-difluoro-2-methoxy-phenyl)-4,5,5-trimethyl-tetrahydrofuran-2-carbonyl]amino]pyridine-2-carboxamide